Cl.CC1=NC2=CC=C(C=C2C=C1)NC1CCNCC1 methyl-N-(piperidin-4-yl)quinolin-6-amine hydrochloride